C1(=C(C=CC=C1)C(C(=O)O)(CCCC)NS(=O)(=O)O)C tolyl-(sulfo)aminocaproic acid